NC=1C=C(C=C(C1)C(F)(F)F)[C@@H](C)NC1=NC(=NC2=C3C(=C(C=C12)N1CC(NCC1)=O)CCC3)C (R)-4-(4-((1-(3-amino-5-(trifluoromethyl)phenyl)ethyl)amino)-2-methyl-8,9-dihydro-7H-cyclopenta[h]quinazolin-6-yl)piperazin-2-one